benzyl 3-[5-[(3R)-3-(tert-butoxycarbonylamino)-5-[[4-(cyclopentoxy)phenyl]methyl]-1,1,4-trioxo-2,3-dihydro-1λ6,5-benzothiazepin-7-yl]-1,3,4-oxadiazol-2-yl]pyrrolidine-1-carboxylate C(C)(C)(C)OC(=O)N[C@H]1CS(C2=C(N(C1=O)CC1=CC=C(C=C1)OC1CCCC1)C=C(C=C2)C2=NN=C(O2)C2CN(CC2)C(=O)OCC2=CC=CC=C2)(=O)=O